CN1C(C(=CC2=CC=NC(=C12)OCC1(CC1)S(N)(=O)=O)C(=O)O)=O 1-methyl-2-oxo-8-[(1-sulfamoylcyclopropyl)methoxy]-1,7-naphthyridine-3-carboxylic acid